5-[(1R)-1-(3,5-dichloro-2-methyl-4-pyridyl)ethoxy]-3-[6-(2-ethylsulfonyl-2,6-diazaspiro[3.3]heptan-6-yl)-3-pyridyl]-1H-indazole ClC=1C(=NC=C(C1[C@@H](C)OC=1C=C2C(=NNC2=CC1)C=1C=NC(=CC1)N1CC2(CN(C2)S(=O)(=O)CC)C1)Cl)C